5-[1-(4-methyl-1H-pyrazol-5-yl)-3-(trifluoromethyl)pyrazol-4-yl]imidazole-2-carboxamide CC=1C=NNC1N1N=C(C(=C1)C1=CN=C(N1)C(=O)N)C(F)(F)F